N-(2,4-dimethoxy-5-((4-(2-methyl-2H-indazol-3-yl)pyrimidin-2-yl)amino)phenyl)acrylamide COC1=C(C=C(C(=C1)OC)NC1=NC=CC(=N1)C=1N(N=C2C=CC=CC12)C)NC(C=C)=O